N1C(=NC2=C1C=CC=C2)[C@@H]2[C@H](C2)C=2C=C(N=NC2Cl)C=2C(NC(NC2)=O)=O 5-(5-((1S,2S)-2-(1H-benzo[d]imidazol-2-yl)cyclopropyl)-6-chloropyridazin-3-yl)pyrimidine-2,4(1H,3H)-dione